C1(=CC=C(C=C1)CN1C=CC=2C(=NC=C(C21)C(=O)NC2CC1(CC(C1)CC(=O)O)C2)OC)C2=CC=CC=C2 (racemic)-2-(6-(1-([1,1'-biphenyl]-4-ylmethyl)-4-methoxy-1H-pyrrolo[3,2-c]pyridine-7-carboxamido)spiro[3.3]heptan-2-yl)acetic acid